tert-butyl (R)-3-(2-(2-methylisonicotinamido)-7-(piperidin-4-yloxy)-1H-benzo[d]imidazol-1-yl)azepane-1-carboxylate CC=1C=C(C(=O)NC2=NC3=C(N2[C@H]2CN(CCCC2)C(=O)OC(C)(C)C)C(=CC=C3)OC3CCNCC3)C=CN1